CC(C)(C)OC(=O)N[C@H](C1=CSC=C1)C(=O)O boc-(R)-3-thienylglycine